N-stearoyl-L-aspartic acid potassium salt [K+].C(CCCCCCCCCCCCCCCCC)(=O)N[C@@H](CC(=O)[O-])C(=O)[O-].[K+]